N-{(2S,3R)-1-(azetidine-1-carbonyl)-2-[(2,3'-difluoro-5'-methyl[1,1'-biphenyl]-3-yl)methyl]-4,4-difluoropyrrolidin-3-yl}-cyclopropanesulfonamide N1(CCC1)C(=O)N1[C@H]([C@H](C(C1)(F)F)NS(=O)(=O)C1CC1)CC=1C(=C(C=CC1)C1=CC(=CC(=C1)C)F)F